2-[2-(ethoxymethoxy)-4,6-bis(trifluoromethyl)phenyl]-4,4,5,5-tetramethyl-1,3,2-dioxaborolane C(C)OCOC1=C(C(=CC(=C1)C(F)(F)F)C(F)(F)F)B1OC(C(O1)(C)C)(C)C